FC1(CC(C1)(C=1N=NN(C1)C)NC(OC(C)(C)C)=O)F tert-butyl (3,3-difluoro-1-(1-methyl-1H-1,2,3-triazol-4-yl)cyclobutyl)carbamate